2-methoxy-4-({3-oxo-2-[(4-hydroxy-3-methoxyphenyl)methyl]-4-oxacyclopentyl}methyl)phenolate COC1=C(C=CC(=C1)CC1C(C(OC1)=O)CC1=CC(=C(C=C1)O)OC)[O-]